N-(3-((7-oxo-7,8-dihydro-1,8-naphthyridin-4-yl)amino)benzyl)sulfamide dihydrochloride Cl.Cl.O=C1C=CC=2C(=CC=NC2N1)NC=1C=C(CNS(=O)(=O)N)C=CC1